NCC1=CC=C(OCC=2SC=C3C2CN(C3=O)C3C(NC(CC3)=O)=O)C=C1 3-(1-((4-(aminomethyl)phenoxy)methyl)-4-oxo-4H-thieno[3,4-c]pyrrol-5(6H)-yl)piperidine-2,6-dione